trifluoromethyl-triethylsilicon FC(F)(F)[Si](CC)(CC)CC